(R)-N-((R)-1-(3-cyclopropyl-6-fluoro-4-oxo-2-(tetrahydro-2H-pyran-4-yl)-3,4-dihydroquinazolin-8-yl)ethyl)-2-methylpropane-2-sulfinamide C1(CC1)N1C(=NC2=C(C=C(C=C2C1=O)F)[C@@H](C)N[S@](=O)C(C)(C)C)C1CCOCC1